FC=1C(=CC2=CN(N=C2C1)C1CC(C1)CO)C=1C(=NC(=CC1)C(F)(F)F)C(=O)N (6-fluoro-2-((1R,3R)-3-(hydroxymethyl)cyclobutyl)-2H-indazol-5-yl)-6-(trifluoromethyl)Pyridinecarboxamide